Methyl (2S)-2-(benzylamino)-3-methylbutanoate C(C1=CC=CC=C1)N[C@H](C(=O)OC)C(C)C